2-(5-Chloro-2-fluorophenyl)-4-[(4-pyridyl)amino]pteridine ClC=1C=CC(=C(C1)C1=NC2=NC=CN=C2C(=N1)NC1=CC=NC=C1)F